F[C@@H]1[C@]2(CC[C@@](C[C@@H]1N(C)C1=NC=C(N=C1)C1=C(C=C(C(=C1)F)C1=CN=NC(=C1)OC)OCOC)(N2C(=O)OC(C)(C)C)C)C tert-butyl (1R,2S,3S,5S)-2-fluoro-3-([5-[5-fluoro-2-(methoxymethoxy)-4-(6-methoxypyridazin-4-yl)phenyl]pyrazin-2-yl](methyl)amino)-1,5-dimethyl-8-azabicyclo[3.2.1]octane-8-carboxylate